[4-(6-amino-pyridazin-3-yl)-piperidin-1-yl]-(6-bromo-5-methoxy-pyridin-3-yl)-methanone NC1=CC=C(N=N1)C1CCN(CC1)C(=O)C=1C=NC(=C(C1)OC)Br